C(C1=CC=CC=C1)N1C2=NC=NC(=C2N=C1C1=C(C=C(C(=O)N(C)C)C=C1)Cl)OC1(CC1)C 4-(9-benzyl-6-(1-methylcyclopropoxy)-9H-purin-8-yl)-3-chloro-N,N-dimethylbenzamide